C(#N)[C@@H](C[C@@H]1C(NCCC1)=O)NC(=O)[C@H]1N([C@@H]2CC([C@H]1CC2)(F)F)C([C@@H](C)NC2=C(C=CC(=C2)F)F)=O (1S,3S,4S)-N-[(1R)-1-cyano-2-[(3R)-2-oxo-3-piperidyl]ethyl]-2-[(2R)-2-(2,5-difluoroanilino)propanoyl]-5,5-difluoro-2-azabicyclo[2.2.2]octane-3-carboxamide